NC[C@H](CC(=O)OC(C)(C)C)O[Si](C)(C)C(C)(C)C tert-butyl (S)-4-amino-3-((tert-butyldimethylsilyl)oxy)butanoate